[Si](C)(C)(C(C)(C)C)OCCC1=CC(=NO1)C(F)F 5-(2-((tert-butyldimethylsilyl)oxy)ethyl)-3-(difluoromethyl)isoxazole